N-[2-(3-Azaspiro[5.5]undecan-3-yl)-2-oxo-ethyl]-N-(2,2-diphenylethyl)prop-2-ynamide C1CN(CCC12CCCCC2)C(CN(C(C#C)=O)CC(C2=CC=CC=C2)C2=CC=CC=C2)=O